7-(((1s,3s)-3-aminocyclobutyl)amino)-1-(isopropylamino)-2,6-naphthyridine-3-carbonitrile NC1CC(C1)NC1=NC=C2C=C(N=C(C2=C1)NC(C)C)C#N